8-[(3R)-3-aminopyrrolidin-1-yl]-3-(2,4-dimethylbenzenesulfonyl)-4H,5H-[1,2,3]triazolo[1,5-a]quinazolin-5-one N[C@H]1CN(CC1)C1=CC=C2C(NC=3N(C2=C1)N=NC3S(=O)(=O)C3=C(C=C(C=C3)C)C)=O